C1=CC=CC=2C3=CC=CC=C3N(C12)C=1C=C(C=CC1)C1=NC(=CC(=N1)C1=CC=CC=C1)C=1C=CC2=C(OC3=C2C=CC=C3)C1 2-[3-(9H-carbazol-9-yl)phenyl]-4-phenyl-6-(dibenzofuran-3-yl)-pyrimidine